N-[(1S)-1-cyclohexyl-2-[4-(3,5-dimethyl-1H-pyrazol-4-yl)anilino]-2-oxo-ethyl]-2-(2,2-difluoroethyl)pyrazole-3-carboxamide C1(CCCCC1)[C@@H](C(=O)NC1=CC=C(C=C1)C=1C(=NNC1C)C)NC(=O)C=1N(N=CC1)CC(F)F